N-(3-(diethylamino)propyl)carboxamide C(C)N(CCCNC=O)CC